oxygen-sulphide O=S